N1C=CC=2C(NCCC21)=O 1,5,6,7-tetrahydro-4H-pyrrolo[3,2-c]Pyridin-4-one